C(CC)N1N=C2C=CC(=CC2=C1)B1OC(C(O1)(C)C)(C)C 2-propyl-5-(4,4,5,5-tetramethyl-1,3,2-dioxaborolan-2-yl)-2H-indazole